CC(CP(O)(=O)CC(CC(C)C)(C)C)(CC(C)C)C bis(2,2,4-trimethylpentyl)phosphinic acid